2,4,6-trimethoxybenzaldehyde oxime COC1=C(C=NO)C(=CC(=C1)OC)OC